4-(2-methyl-6,7-dihydropyrazolo[1,5-a]pyrimidin-4(5H)-yl)-4-oxo-N-(5-(pyrimidin-5-yl)pyridin-2-yl)butanamide CC1=NN2C(N(CCC2)C(CCC(=O)NC2=NC=C(C=C2)C=2C=NC=NC2)=O)=C1